methyl 2-morpholino-5-(3-((4-phenethoxyphenyl)carbamoyl)phenyl)-nicotinate O1CCN(CC1)C1=C(C(=O)OC)C=C(C=N1)C1=CC(=CC=C1)C(NC1=CC=C(C=C1)OCCC1=CC=CC=C1)=O